(S)-1-(4-(2-(6-amino-8-((6-bromobenzo[d][1,3]dioxol-5-yl)thio)-9H-purin-9-yl)ethyl)piperidin-1-yl)-2-hydroxypropan-1-one NC1=C2N=C(N(C2=NC=N1)CCC1CCN(CC1)C([C@H](C)O)=O)SC1=CC2=C(OCO2)C=C1Br